C(C1=CC=CC=C1)C1=CN(C2=CC(=CC=C12)OC)CC=1C(=C(C=CC1)C1=C(C=CC=C1)C)C 3-benzyl-1-((2,2'-dimethyl-[1,1'-biphenyl]-3-yl)methyl)-6-methoxy-1H-indole